[3-(1,2,4-triazol-4-yl)phenyl]methanone N=1N=CN(C1)C=1C=C(C=CC1)C=O